OC(C(=O)C1=CC=C(C=C1)OC1=CC=C(C=C1)C(C(C)(C)O)=O)(C)C 2-hydroxy-1-{4-[4-(2-hydroxy-2-methyl-propionyl)-phenoxy]-phenyl}-2-methylpropan-1-one